ClC1=CC=C(C=C1)C=1N=C(SC1)N(C)C1=C(N=C2N1C=C(C=C2)C=2CNCC2)CC [4-(4-Chloro-phenyl)-thiazol-2-yl]-[6-(2,5-dihydro-1H-pyrrol-3-yl)-2-ethyl-imidazo[1,2-a]pyridin-3-yl]-methyl-amine